(E)-1-Propen C=CC